O[C@H]1CC[C@@]2([C@H]3CC[C@@]4([C@H](CC[C@H]4[C@@H]3CC=C2C1)[C@H](C)OC=1C=NC=C(C(=O)NC)C1)C)C 5-((S)-1-((3S,8S,9S,10R,13S,14S,17S)-3-hydroxy-10,13-dimethyl-2,3,4,7,8,9,10,11,12,13,14,15,16,17-tetradecahydro-1H-cyclopenta[a]phenanthren-17-yl)ethoxy)-N-methylnicotinamide